COC(C1=C(C=CC(=C1)[N+](=O)[O-])C=1C=NN(C1)C1CC1)=O 2-(1-cyclopropyl-1H-pyrazol-4-yl)-5-nitrobenzoic acid methyl ester